ClC=1C=C(C=CC1C#N)N1[C@H](O[C@@H](C1)C(=O)NC1=CC=NC=C1)C(F)(F)F (2R,5S)-3-(3-Chloro-4-cyanophenyl)-N-(pyridin-4-yl)-2-(trifluoromethyl)oxazolidin-5-carboxamid